tin-vanadium oxide carbon [C+4].[O-2].[V+5].[Sn+4]